CN1CC(CC1)(C(=O)OCC(COC(CCC(OCCCC\C=C/CC)OCCCC\C=C/CC)=O)COC(CCCCCCC\C=C/C\C=C/CCCCC)=O)C 3-((4,4-bis(((Z)-oct-5-en-1-yl)oxy)butanoyl)oxy)-2-((((9Z,12Z)-octadeca-9,12-dienoyl)oxy)methyl)propyl 1,3-dimethylpyrrolidine-3-carboxylate